NC=1C(NC2=C3C=CC=NC3=C(C=C2C1C1=C2C=NNC2=C(C=C1)F)N1CCOCC1)=O 3-amino-4-(7-fluoro-1H-indazol-4-yl)-6-morpholin-4-yl-1H-1,7-phenanthrolin-2-one